C(C)(=O)C=1SC(=C2C1OC(=CC2=O)N2CCCCC2)C 7-Acetyl-5-methyl-2-(piperidin-1-yl)-4H-thieno[3,4-b]pyran-4-one